[Si](C)(C)(C(C)(C)C)OC[C@H](CO)F (S)-3-((tert-butyldimethylsilyl)oxy)-2-fluoropropan-1-ol